C(=O)(OC(C)(C)C)N1S(O[C@@H](C1)C)(=O)=O (R)-3-BOC-5-methyl-1,2,3-oxathiazolidine-2,2-dioxide